2-chloro-4-[[3-[4-(cyanomethoxy)-2,3-difluorophenyl]imidazo[1,2-a]pyrazin-8-yl]amino]-N-[3-(4-pyridyl)propyl]benzamide ClC1=C(C(=O)NCCCC2=CC=NC=C2)C=CC(=C1)NC=1C=2N(C=CN1)C(=CN2)C2=C(C(=C(C=C2)OCC#N)F)F